C(C)(=O)O[C@H](CCl)COC1=C(C=C(C=C1Cl)C(C)(C)C1=CC=C(C=C1)OC[C@@H](CO)O)Cl (S)-1-chloro-3-(2,6-dichloro-4-(2-(4-((R)-2,3-dihydroxypropoxy)phenyl)propan-2-yl)phenoxy)propan-2-yl acetate